(E)-4-(2-(4-methylpyridin-2-yl)vinyl)thiazol-2-amine CC1=CC(=NC=C1)/C=C/C=1N=C(SC1)N